fluoroundecanoic acid FC(C(=O)O)CCCCCCCCC